N-[(5R)-1-amino-5H,6H,7H-cyclopenta[c]pyridin-5-yl]-1-[(6-{3-azabicyclo[3.1.0]hex-3-yl}-2-methylpyridin-3-yl)methyl]-1H-pyrazole-4-carboxamide NC1=NC=CC2=C1CC[C@H]2NC(=O)C=2C=NN(C2)CC=2C(=NC(=CC2)N2CC1CC1C2)C